[Cu].C[S](SC)C dimethyl-methylthiosulfur copper